(+-)-trans-N-(Biphenyl-4-yl)-4-phenylpyrrolidine-3-carboxamide hydrochloride Cl.C1(=CC=C(C=C1)NC(=O)[C@@H]1CNC[C@H]1C1=CC=CC=C1)C1=CC=CC=C1 |r|